ClC=1C=CC(=C(C1)C=1N=CN(C(C1)=O)[C@H]1CCC[C@H](C(NC=2C=NN(C2C=2C=CN=C1C2)C)=O)C)I (9R,13S)-13-[4-(5-chloro-2-iodophenyl)-6-oxo-1,6-dihydropyrimidin-1-yl]-3,9-dimethyl-3,4,7,15-tetraazatricyclo[12.3.1.02,6]Octadecan-1(18),2(6),4,14,16-pentaen-8-one